CC=1C(=C2C(=NC1C(F)(F)F)CCC2)NC(=O)N=[S@](=O)(N)C2=CN=C(S2)C(F)(F)F (R)-N'-((3-methyl-2-(trifluoromethyl)-6,7-dihydro-5H-cyclopenta[b]pyridin-4-yl)carbamoyl)-2-(trifluoromethyl)thiazole-5-sulfonimidamide